N[C@@H]1CN(CCC1(F)F)C1=NC2=C(N1CC1=CC=C(C#N)C=C1)C=C(C=C2)F 4-((2-((3R)-3-amino-4,4-difluoro-1-piperidinyl)-6-fluoro-1H-benzoimidazol-1-yl)methyl)benzonitrile